OC1=CC=CC=2OC(OC(C21)=O)(C)C 5-hydroxy-2,2-dimethyl-4H-benzo[d][1,3]Dioxin-4-one